imidazo[2,1-b][1,3,4]thiadiazole-5-carbaldehyde S1C=2N(N=C1)C(=CN2)C=O